O=C1N(C=C(C=C1)NCCOCCOCCOCCOCC1=CC=CC=C1)CC(=O)OCC Ethyl 2-(2-oxo-5-((1-phenyl-2,5,8,11-tetraoxatridecan-13-yl)amino)pyridin-1(2H)-yl)acetate